C(C)(=O)NCCCC[C@@H](C(=O)O)N (2S)-6-acetamido-2-amino-hexanoic acid